(R)-(4-(4-methoxypyrazolo[1,5-a]pyridin-2-yl)-6,7-dihydro-1H-imidazo[4,5-c]pyridin-5(4H)-yl)(5-(1-(trifluoromethyl)-1H-pyrazol-3-yl)-1,3,4-oxadiazol-2-yl)methanone COC=1C=2N(C=CC1)N=C(C2)[C@@H]2N(CCC1=C2N=CN1)C(=O)C=1OC(=NN1)C1=NN(C=C1)C(F)(F)F